NCCOCCOCCN 2-(2-(2-aminoethoxy)ethoxy)ethanamine